2,2-diethyl-6-(3-(quinolin-6-yl)-1,2,4-oxadiazol-5-yl)chroman-4-one C(C)C1(OC2=CC=C(C=C2C(C1)=O)C1=NC(=NO1)C=1C=C2C=CC=NC2=CC1)CC